neo-pentanoic acid C(C(C)(C)C)(=O)O